CC(C(=O)OCCCC(=O)[O-])C 4-(2-methylpropanoyloxy)butanoate